tert-butyl (12aR)-9-bromo-10-chloro-7-fluoro-3,4,12,12a-tetrahydro-6H-pyrazino[2,1-c][1,4]benzoxazepine-2(1H)-carboxylate BrC1=C(C2=C(CN3[C@@H](CO2)CN(CC3)C(=O)OC(C)(C)C)C(=C1)F)Cl